FC(C=1C=C(C(=O)CC#N)C=CC1)(F)F 3-(Trifluoromethyl)benzoyl-acetonitrile